CN(C([S-])=S)C.[Zn+2].CN(C([S-])=S)C Zinc Dimethyldithio-carbamate